(E)-β-fluoro-1-(β-(3,4,5-trimethoxyphenyl)acryloyl)-5,6-dihydropyridin-2(1H)-one F/C(=C/C(=O)N1C(C=CCC1)=O)/C1=CC(=C(C(=C1)OC)OC)OC